6-[4-[3-[2-(3-Hydroxyphenyl)phenyl]propanoyl]piperazin-1-yl]-N-(3,3,3-trifluoropropylsulfonyl)pyridazine-3-carboxamide OC=1C=C(C=CC1)C1=C(C=CC=C1)CCC(=O)N1CCN(CC1)C1=CC=C(N=N1)C(=O)NS(=O)(=O)CCC(F)(F)F